ClC=1C(=CC(=C(C1)C=1C=C2C(=NN=C(C2=CC1)NCC1=C(C=C(C=C1)OC)OC)C)OC)C(F)(F)F 6-[5-chloro-2-methoxy-4-(trifluoromethyl)phenyl]-N-[(2,4-dimethoxyphenyl)methyl]-4-methylphthalazin-1-amine